CN(C)CC1=C(C=CC=C1)CN1CC(N(C(C1)C)C(C(C)C)=O)C(=O)NCC1=CC=C(C=C1)C=1OC=CC1 4-({2-[(dimethylamino)methyl]phenyl}methyl)-N-{[4-(furan-2-yl)phenyl]methyl}-6-methyl-1-(2-methylpropanoyl)piperazine-2-carboxamide